C1(=CC=CC=C1)CS(=O)(=O)N 1-phenylmethylSulfonamide